C1(CCCCC1)N(N1C(C(NC(C1)(C)C)(C)C)=O)N1CN(CN(C1)N(C1CCCCC1)N1C(C(NC(C1)(C)C)(C)C)=O)N(C1CCCCC1)N1C(C(NC(C1)(C)C)(C)C)=O 1,3,5-tris(N-cyclohexyl-N-(2,2,6,6-tetramethylpiperazin-3-on-4-yl)amino)-s-triazine